ethyl 3-[7-bromo-6-[[6-(trifluoromethyl)pyridine-2-carbonyl]amino]imidazo[1,2-a]pyridin-2-yl]propanoate BrC1=CC=2N(C=C1NC(=O)C1=NC(=CC=C1)C(F)(F)F)C=C(N2)CCC(=O)OCC